C(C)OC(=O)C1=NOC(=C1)C1CCOCC1 5-(tetrahydro-2H-pyran-4-yl)isoxazole-3-carboxylic acid ethyl ester